O1N=C(C=C1)C=1C=C(C=CC1)N1N=C(C=CC1=O)C(=O)N 1-(3-isoxazol-3-ylphenyl)-6-oxo-pyridazine-3-carboxamide